3-[(3-Methyloxyoxetan-3-yl)oxy]-5-(5-methyl-1,3-thiazol-2-yl)benzonitrile COC1(COC1)OC=1C=C(C#N)C=C(C1)C=1SC(=CN1)C